4,4'-(1,3-phenylenediisopropylidene)bisaniline CC(C)(C1=CC=C(C=C1)N)C2=CC(=CC=C2)C(C)(C)C3=CC=C(C=C3)N